ethyl (Z)-6-(4-fluorophenyl)-2-hydroxy-4-oxohex-2-enoate FC1=CC=C(C=C1)CCC(\C=C(\C(=O)OCC)/O)=O